[Fe].NC=1C(=NC(=C(N1)C=1OC(=CC1)C)C1=CC(=NC(=C1)C)C)C(=O)NCC1=C(C=CC=C1)OC 3-amino-6-(2,6-dimethylpyridin-4-yl)-N-(2-methoxyphenylmethyl)-5-(5-methylfuran-2-yl)pyrazine-2-carboxamide Iron